N1(CCCC1)C=1C2=C(N=C(N1)NC=1N=CN(C1)C1=CC(=C(C(=C1)OC)OC)OC)C=CN2S(=O)(=O)C2=CC=C(C)C=C2 4-(pyrrolidin-1-yl)-5-tosyl-N-(1-(3,4,5-trimethoxyphenyl)-1H-imidazol-4-yl)-5H-pyrrolo[3,2-D]pyrimidin-2-amine